benzyl (S)-4-((1-(tert-butoxycarbonyl) azetidin-3-yl) methyl)-3-methylpiperazine-1-carboxylate C(C)(C)(C)OC(=O)N1CC(C1)CN1[C@H](CN(CC1)C(=O)OCC1=CC=CC=C1)C